C(C)OC(=O)C1=C(C2=C(CC(C3=CN(N=C23)C[C@@H]2OCCOC2)C)O1)C 2-{[(2S)-1,4-dioxan-2-yl]methyl}-4,8-dimethyl-4,5-dihydro-2H-furo[2,3-g]indazole-7-carboxylic acid ethyl ester